C12=CC(=CC=C2CC1)NC(CC(OC)OC)=O N-(bicyclo[4.2.0]oct-1,3,5-trien-3-yl)-3,3-dimethoxypropionamide